C(CCC)NCCCCO N-butyl-4-hydroxybutylamine